C(\C=C\C1=CC=C(C=C1)O)(=O)NCCCNCCCCNCCCN coumaroyl-spermine